(7S)-7-((3H-imidazo[4,5-c]pyridin-3-yl)methyl)-7-methyl-1-oxa-3-azaspiro[4.5]decane-2-one N1=CN(C=2C=NC=CC21)C[C@@]2(CC1(CNC(O1)=O)CCC2)C